N-((6-bromo-5-chloro-1-tosyl-1H-indol-2-yl)methyl)-1-methylcyclopropane-1-carboxamide BrC1=C(C=C2C=C(N(C2=C1)S(=O)(=O)C1=CC=C(C)C=C1)CNC(=O)C1(CC1)C)Cl